ClC=1C=C(C=CC1)NS(=O)(=O)CC N-(3-chlorophenyl)ethanesulfonamide